(3R,5S)-1-(5-fluoropyrimidin-2-yl)-5-isopropoxypiperidine-3-sulfonamide FC=1C=NC(=NC1)N1C[C@@H](C[C@@H](C1)OC(C)C)S(=O)(=O)N